FC=1C=C2C(=CN(C2=CC1)C)\N=N\C1=CC=C(C=C1)C (E)-5-fluoro-1-methyl-3-(p-tolyldiazenyl)-1H-indole